(E)-3-(4-fluoro-3-hydroxyphenyl)acrylamide FC1=C(C=C(C=C1)/C=C/C(=O)N)O